8-fluoro-3-methyl-7-((6-(1-methyl-1H-1,2,3-triazol-4-yl)-3',6'-dihydro-[3,4'-bipyridin]-1'(2'H)-yl)methyl)quinoxalin-2(1H)-one FC=1C(=CC=C2N=C(C(NC12)=O)C)CN1CCC(=CC1)C=1C=NC(=CC1)C=1N=NN(C1)C